7'-hydroxy-5'-phenyltetrahydro-3'h-spiro[piperidine-4,2'-pyrrolo[2,1-b]oxazol]-3'-one OC1CC(N2C1OC1(C2=O)CCNCC1)C1=CC=CC=C1